2-methyl-N-(2,2,2-trifluoro-1-(2-fluorophenyl)ethyl)propane-2-sulfinamide CC(C)(C)S(=O)NC(C(F)(F)F)C1=C(C=CC=C1)F